S1C=C(C=C1)CCC(=O)O 3-(thien-3-yl)propionic acid